2,6-diaminodibenzofuran NC1=CC2=C(OC3=C2C=CC=C3N)C=C1